FC(C)(F)C=1C=C(C(=C(C1)C(C(=O)OC(C)(C)C)N1C[C@@H](CC1)N(CCCCCC1=NC=2NCCCC2C=C1)C)OC)F tert-butyl 2-(5-(1,1-difluoroethyl)-3-fluoro-2-methoxyphenyl)-2-((R)-3-(methyl(5-(5,6,7,8-tetrahydro-1,8-naphthyridin-2-yl)pentyl)amino)pyrrolidin-1-yl)acetate